O=C1N(C(C2=CC=CC=C12)=O)CCN1C[C@H](CCC1)C1CCN(CC1)C(=O)OC(C)(C)C tert-butyl (R)-1-(2-(1,3-dioxoisoindolin-2-yl)ethyl)-[3,4'-bipiperidine]-1'-carboxylate